2-chloro-8-(propan-2-yl)imidazo[1,2-b]pyridazine-7-carboxylic acid ClC=1N=C2N(N=CC(=C2C(C)C)C(=O)O)C1